C(CCC)N1N=C(C(=C1CCCC)O)CCCC 1,3,5-tri-n-butyl-4-hydroxy-pyrazole